C(C1=CC=CC=C1)OC(=O)NC1CCC2=CC=C(C=C12)C[C@H](C(=O)O)[C@@H]1CN(CC1)C(=O)OC(C)(C)C (2S)-3-(3-(((benzyloxy)carbonyl)amino)-2,3-dihydro-1H-inden-5-yl)-2-((R)-1-(tert-butoxycarbonyl)pyrrolidin-3-yl)propionic acid